2-oxopyrrolidin-1-ide O=C1[N-]CCC1